racemic-ethyl 3-[4-[2-[5-[(6,7-difluoro-4-methylsulfonyl-1H-indol-5-yl)oxy]-2-fluoro-phenyl]oxazol-4-yl]-4-methyl-chroman-8-yl]propanoate FC1=C(C(=C2C=CNC2=C1F)S(=O)(=O)C)OC=1C=CC(=C(C1)C=1OC=C(N1)[C@@]1(CCOC2=C(C=CC=C12)CCC(=O)OCC)C)F |r|